C(=O)=C([C@H](NS(=O)(=O)C1=C(C(=C2C(CC(O2)(C)C)C1C)C)C)C(=O)O)CCNC(N)=N Carbonyl-2,2,4,6,7-pentamethyldihydrobenzofuran-5-sulfonyl-arginine